CC1=C(C=CC=C1)N1C(NC(C2=CC=C(C=C12)C(F)(F)F)=O)=O 1-(2-methylphenyl)-7-(trifluoromethyl)-1,3-dihydroquinazoline-2,4-dione